2-(5-cyclopropyl-2-methoxyphenyl)-4,4,5,5-tetramethyl-1,3,2-dioxaborolane C1(CC1)C=1C=CC(=C(C1)B1OC(C(O1)(C)C)(C)C)OC